ClC=1C=C(C=C(C1)OC)C1=CC2=C(O[C@H](CN2S(=O)(=O)C2=CC(=CC=C2)C(F)(F)F)C23CCC(CC2)(C3)C(=O)O)C=C1 4-((S)-6-(3-chloro-5-methoxyphenyl)-4-((3-(trifluoromethyl)phenyl)sulfonyl)-3,4-dihydro-2H-benzo[b][1,4]oxazin-2-yl)bicyclo[2.2.1]heptane-1-carboxylic acid